C1(CC1)N1N=CC(=C1)C=1C(=C2CC[C@@H](N(C2=CC1)C(=O)OC)C)OC1CN(C1)CC (S)-Methyl 6-(1-cyclopropyl-1H-pyrazol-4-yl)-5-(1-ethylazetidin-3-yloxy)-2-methyl-3,4-dihydroquinoline-1(2H)-carboxylate